Cl.ClC1=C(C=C(C(=C1)S(N[C@@H](C)C1CCN(CC1)C)(=O)=O)Cl)NC(C1=C(C=CC=C1)C)=O (S)-N-(2,5-dichloro-4-(N-(1-(1-methylpiperidin-4-yl)ethyl)sulfamoyl)phenyl)-2-methylbenzamide hydrochloride